BrC=1C=C2C3(CN(C2=CC1)C(=O)C1=CC=C(S1)S(=O)(=O)NC(C)(C)C)CCC1(CC3)CC1 5-(5''-bromodispiro[cyclopropane-1,1'-cyclohexane-4',3''-indoline]-1''-carbonyl)-N-(tert-butyl)thiophene-2-sulfonamide